zirconium-magnesium-aluminum-chromium [Cr].[Al].[Mg].[Zr]